3,3-difluorocyclobutane-1-carboxic acid FC1(CC(C1)C(=O)O)F